1-(4-(pyridin-4-yl)phenyl)pyrrolidin-2-one N1=CC=C(C=C1)C1=CC=C(C=C1)N1C(CCC1)=O